C(#N)[C@H](CC1=CC=C(C=C1)C=1C=CC2=C(N(C(O2)=O)CC)C1)NC(=O)[C@H]1OCCCNC1 (2S)-N-{(1S)-1-cyano-2-[4-(3-ethyl-2-oxo-2,3-dihydro-1,3-benzoxazol-5-yl)phenyl]ethyl}-1,4-oxaazepane-2-carboxamide